COC1=C(/C=C/C2=NC=NC3=CC=CC=C23)C=C(C=C1)OC (E)-4-(2,5-dimethoxystyryl)quinazoline